N-ethyl-(ethyl)acrylamide C(C)NC(C(=C)CC)=O